1-acetamido-2-acetoxyl-3-chloropropane C(C)(=O)NCC(CCl)OC(=O)C